3-[3-[[2-(trifluoromethyl)pyrimidin-5-yl]amino]pyrazin-2-yl]-4H-1,2,4-oxadiazol-5-one FC(C1=NC=C(C=N1)NC=1C(=NC=CN1)C1=NOC(N1)=O)(F)F